FC=1C=C(C2=C(C(=C(O2)[C@H](C(F)(F)F)NC(NC=2C=NC(=NC2)C2CC(C2)OCC2=CC=CC=C2)=O)C)C1)F 3-[(1R)-1-(5,7-difluoro-3-methyl-1-benzofuran-2-yl)-2,2,2-trifluoroethyl]-1-{2-[(1R,3R)-3-(benzyloxy)cyclobutyl]pyrimidin-5-yl}urea